5-(hydroxy(3-(trifluoromethyl)-[1,2,4]triazolo[4,3-a]pyridine-7-yl)methyl)-2-methylbenzyl pivalate C(C(C)(C)C)(=O)OCC1=C(C=CC(=C1)C(C1=CC=2N(C=C1)C(=NN2)C(F)(F)F)O)C